FC1(CCN(CC1)C1=C(C=CC(=C1)[N+](=O)[O-])N1N=CC=C1)F 1-(2-(4,4-difluoropiperidin-1-yl)-4-nitrophenyl)-1H-pyrazole